O=C1N(C(C2=CC=CC=C12)=O)C[C@H](CC=1C(=C2CC(NC2=CC1)=O)C)NC(OC(C)(C)C)=O tert-butyl N-[(2S)-1-(1,3-dioxo-2,3-dihydro-1H-isoindol-2-yl)-3-(4-methyl-2-oxo-2,3-dihydro-1H-indol-5-yl)propan-2-yl]carbamate